N-phenyl-4-(1,2,5-trimethyl-1H-indol-3-yl)butanamide C1(=CC=CC=C1)NC(CCCC1=C(N(C2=CC=C(C=C12)C)C)C)=O